3,5-DICHLORO-2-METHYLPHENYLBORONIC ACID ClC=1C(=C(C=C(C1)Cl)B(O)O)C